2-nonynoic acid methyl ester (nonynate) C(C#CCCCCCC)(=O)O.COC(C#CCCCCCC)=O